C#CCOCCOCCOCCOCCOCCOCCOCCOCCOCCOCC#C 4,7,10,13,16,19,22,25,28,31-decaoxatetratriaconta-1,33-diyne